N-(3-p-methoxyphenyl-naphthyl)-2-(phenyl)-indole COC1=CC=C(C=C1)C=1C=C(C2=CC=CC=C2C1)N1C(=CC2=CC=CC=C12)C1=CC=CC=C1